FC(C1=NN(C=C1[N+](=O)[O-])C1=CC=C(C(=O)OC)C=C1)F Methyl 4-[3-(difluoromethyl)-4-nitro-pyrazol-1-yl]benzoate